BrCC1=NC=CN=C1CBr 2,3-bis(bromomethyl)pyrazine